ClC1=C(C(=O)NCCOCCNC(OC(C)(C)C)=O)C=CC(=C1)NC(=O)C=1N(C(=CN1)C1=C(C(=C(C=C1)OC)F)F)C tert-butyl N-[2-[2-[[2-chloro-4-[[5-(2,3-difluoro-4-methoxy-phenyl)-1-methyl-imidazole-2-carbonyl]amino]benzoyl]amino]ethoxy]ethyl]carbamate